C(#N)C=1C=C(C=2C(=NON2)C1N1CCOCC1)NC(OC(C)(C)C)=O Tert-butyl (6-cyano-7-morpholinobenzo[c][1,2,5]oxadiazol-4-yl)carbamate